tert-butyl 2-(2-(2-(4-(((5r,8r)-4-hydroxy-3-mesityl-2-oxo-1-oxaspiro[4.5]dec-3-en-8-yl)oxy)piperidin-1-yl)ethoxy)ethoxy)acetate OC1=C(C(OC12CCC(CC2)OC2CCN(CC2)CCOCCOCC(=O)OC(C)(C)C)=O)C2=C(C=C(C=C2C)C)C